N-[(4-fluorophenyl)methyl]-N-methyl-1H-imidazole-4-carboxamide FC1=CC=C(C=C1)CN(C(=O)C=1N=CNC1)C